FC(C1=CC(=NC=C1)N)(F)F 4-(Trifluoromethyl)pyridin-2-amine